C1(CCCCCCC1)C(C(=O)NC1=CC(=C(C=C1)C1(CCOCC1)C(=O)N(C)C)C)NC(=O)C=1C(=NOC1)C 4-(4-{2-Cyclooctyl-2-[(3-methylisoxazol-4-yl)formamido]acetamido}-2-methylphenyl)-N,N-dimethyltetrahydropyran-4-carboxamide